C(=C)OC(C(OC(OC(F)(F)F)(F)F)(F)F)(F)F perfluoro-3,5-dioxa-hexyl vinyl ether